BrC1=CC=C(C=C1)C(\C=C/N(C)C)=O (Z)-1-(4-bromophenyl)-3-(dimethylamino)prop-2-en-1-one